2,3,4-triiodobenzamide IC1=C(C(=O)N)C=CC(=C1I)I